S1C(=CC=C1)C(=O)NC1CCC12CCC2 thiophene-2-carboxamidospiro[3.3]Heptane